C1(=CC=CC=C1)CC(=O)N[C@@H](CCC(N)=O)C(=O)O PHENYLACETYL-GLUTAMINE